3-hydroxy-1-propyl 2,3,4,6-tetra-O-acetyl-β-D-glucopyranoside C(C)(=O)O[C@H]1[C@H](OCCCO)O[C@@H]([C@H]([C@@H]1OC(C)=O)OC(C)=O)COC(C)=O